N-((3S,5S,8R,9S,10R,13R,14S,17R)-5,14-dihydroxy-10,13-dimethyl-17-(2-oxo-2H-pyran-5-yl)hexadecahydro-1H-cyclopenta[a]phenanthren-3-yl)piperazine-1-carboxamide O[C@]12C[C@H](CC[C@@]2([C@H]2CC[C@@]3([C@H](CC[C@@]3([C@@H]2CC1)O)C=1C=CC(OC1)=O)C)C)NC(=O)N1CCNCC1